tert-butyl N-[(3S)-1-[2-chloro-5-(4-isopropoxy-3,5-dimethyl-phenyl)-4-pyridyl]-3-piperidyl]carbamate ClC1=NC=C(C(=C1)N1C[C@H](CCC1)NC(OC(C)(C)C)=O)C1=CC(=C(C(=C1)C)OC(C)C)C